(R)-1-cyanopropan-2-yl (S)-6-diazo-2-((S)-2-methoxypropanamido)-5-oxohexanoate [N+](=[N-])=CC(CC[C@@H](C(=O)O[C@@H](CC#N)C)NC([C@H](C)OC)=O)=O